4-[(2R,5S)-4-[2-[[(E)-3-[2-fluoro-4-(trifluoromethyl)phenyl]prop-2-enoyl]amino]acetyl]-2-methyl-5-phenylpiperazin-1-yl]-2,2-dimethylbutanoic acid FC1=C(C=CC(=C1)C(F)(F)F)/C=C/C(=O)NCC(=O)N1C[C@H](N(C[C@@H]1C1=CC=CC=C1)CCC(C(=O)O)(C)C)C